ClC=1C=NN(C(C1Cl)=O)CC(=O)NC1=CC(=C(C=C1)C)S(NCCC1=CN=CS1)(=O)=O 2-(4,5-dichloro-6-oxopyridazin-1(6H)-yl)-N-(4-methyl-3-(N-(2-(thiazol-5-yl)ethyl)sulfamoyl)phenyl)acetamide